[(1R,5R)-5-(6-amino-2-chloro-purin-9-yl)cyclohex-3-en-1-yl]methanol NC1=C2N=CN(C2=NC(=N1)Cl)[C@H]1C=CC[C@H](C1)CO